O=C1NC(CCC1N1C(C=2C=C(C=C(C2C1)C(=O)O)C(F)(F)F)=O)=O 2-(2,6-dioxopiperidin-3-yl)-1-oxo-6-(trifluoromethyl)isoindoline-4-carboxylic acid